2-carbamoyl-4-((2S,3R,4R,5R)-3-(2-(difluoromethoxy)-3,4-difluorophenyl)-4,5-dimethyl-5-(trifluoromethyl)tetrahydrofuran-2-carboxamido)pyridine 1-oxide C(N)(=O)C1=[N+](C=CC(=C1)NC(=O)[C@H]1O[C@]([C@@H]([C@@H]1C1=C(C(=C(C=C1)F)F)OC(F)F)C)(C(F)(F)F)C)[O-]